FC1(CN(CC1)C1=C(C=C2CN(C(C2=C1)=O)C[C@H](C(C)(C)O)F)NC(=O)C=1C=NN2C1N=CC=C2)F N-[6-(3,3-Difluoropyrrolidin-1-yl)-2-[(2R)-2-fluoro-3-hydroxy-3-methyl-butyl]-1-oxo-isoindolin-5-yl]pyrazolo[1,5-a]pyrimidine-3-carboxamide